F[C@H]1CO[C@@H]2OC(O[C@@H]21)(C)C (3aR,5R,6S,6aS)-6-Fluoro-2,2-dimethyltetrahydrofuro[2,3-d][1,3]dioxole